BrC1=CC=C(C=C1)[C@@H]1[C@@H]2CN(CC(CCN2[C@@H]1CN(C)C)N(C)C)C(=O)NC1=CC=C(C=C1)OC (8R,9S,10S)-9-(4-bromophenyl)-4-(dimethylamino)-10-[(dimethylamino)methyl]-N-(4-methoxyphenyl)-1,6-diazabicyclo[6.2.0]decane-6-carboxamide